(2R)-2-[[(tert-butoxy)carbonyl]amino]-3-[5-(trifluoromethyl)pyridin-2-yl]propanoic acid C(C)(C)(C)OC(=O)N[C@@H](C(=O)O)CC1=NC=C(C=C1)C(F)(F)F